COC1=C(C=CC=C1)C1=C(C(NN=C1)=O)C#N 5-(2-methoxyphenyl)-3-oxo-2,3-dihydropyridazine-4-carbonitrile